C(C)(C)(C)OC(=O)N[C@H](C(=O)OC(C)(C)C)CC1=CSC(=C1)C#N tert-butyl (S)-2-((tert-butoxycarbonyl)amino)-3-(5-cyanothiophen-3-yl)propanoate